C(=C)[C@@H]1CCC(N1)=O (S)-5-vinylpyrrolidin-2-one